FC1=CN=C2N1C=CC(=C2)C2=C(C=CC(=N2)C#N)C=2C=NN(C2)CC2(CCCC2)C 6-(3-fluoroimidazo[1,2-a]pyridin-7-yl)-5-(1-((1-methylcyclopentyl)methyl)-1H-pyrazol-4-yl)picolinonitrile